N-p-aminophenyl-4-p-aminophenyl(tert-butoxycarbonyl)aminomethylpiperidine NC1=CC=C(C=C1)N1C(CC(CC1)C1=CC=C(C=C1)N)CNC(=O)OC(C)(C)C